OC1=C(C=C(C=C1O)O)O 2-hydroxy-1,3,5-benzenetriol